4-(4-(oxetan-3-yloxy)phenyl)piperidine-4-carbonitrile O1CC(C1)OC1=CC=C(C=C1)C1(CCNCC1)C#N